methyl-2-benzoyl-benzoate COC(C1=C(C=CC=C1)C(C1=CC=CC=C1)=O)=O